5-{[(2,6-dichlorophenyl)methyl]sulfonylamino}-1,3-thiazole-4-carboxylic acid ClC1=C(C(=CC=C1)Cl)CS(=O)(=O)NC1=C(N=CS1)C(=O)O